FC1=C(C(=CC(=C1)CNC(C)C)F)C=1C=C2C(=CN1)NN=C2NC(=O)C2=CC=C(C=C2)N2CCN(CC2)C(=O)OC Methyl 4-(4-(5-(2,6-difluoro-4-((isopropylamino)methyl)phenyl)-1H-pyrazolo[3,4-c]pyridin-3-ylcarbamoyl)phenyl)piperazine-1-carboxylate